4-amino-7-cyclopropyl-1-((cis)-2-methyltetrahydrofuran-3-yl)pyrido[2,3-d]pyrimidin-2(1H)-one NC=1C2=C(N(C(N1)=O)[C@@H]1[C@@H](OCC1)C)N=C(C=C2)C2CC2